2-(4-{[(3S)-1-methylpiperidin-3-yl]methyl}phthalazin-1-yl)-5-(trifluoromethyl)phenol CN1C[C@@H](CCC1)CC1=NN=C(C2=CC=CC=C12)C1=C(C=C(C=C1)C(F)(F)F)O